neodymium 2,2-dibutyldecanoate C(CCC)C(C(=O)[O-])(CCCCCCCC)CCCC.[Nd+3].C(CCC)C(C(=O)[O-])(CCCCCCCC)CCCC.C(CCC)C(C(=O)[O-])(CCCCCCCC)CCCC